O[C@@H](C(=O)NC1=CC(=CC=C1)[N+](=O)[O-])C (R)-2-hydroxy-N-(3-nitrophenyl)propionamide